(2R)-2-AMINO-2-[3-(DIMETHYLAMINO)PHENYL]ACETIC ACID N[C@@H](C(=O)O)C1=CC(=CC=C1)N(C)C